ClC=1C(=C(C=CC1)N(C(=O)C12CC(C1)(C2)O)C)C N-(3-chloro-2-methylphenyl)-3-hydroxy-N-methylbicyclo[1.1.1]pentane-1-carboxamide